FC1=C(OC2CCC(CC2)NC=2C3=C(N=CN2)N(C=C3)COCC[Si](C)(C)C)C(=C(C(=C1F)SC)F)F N-((1S,4S)-4-(2,3,5,6-tetrafluoro-4-(methylthio)phenoxy)cyclohexyl)-7-((2-(trimethylsilyl)ethoxy)methyl)-7H-pyrrolo[2,3-d]pyrimidin-4-amine